fluoro-1-(4-fluorophenyl)-7-(4-(N-heptylaminosulfonyl)phenyl)-4-oxo-1,4-dihydro-quinoline-3-carboxylic acid FC=1N(C2=CC(=CC=C2C(C1C(=O)O)=O)C1=CC=C(C=C1)S(=O)(=O)NCCCCCCC)C1=CC=C(C=C1)F